1-(2-(1-benzyl-2,5-dimethyl-1H-pyrrol-3-yl)-2-oxoethyl)-2-methyl-6-oxo-1,6-dihydropyridine-3-carbonitrile C(C1=CC=CC=C1)N1C(=C(C=C1C)C(CN1C(=C(C=CC1=O)C#N)C)=O)C